BrC=1SC=C(N1)NC(OC(C)(C)C)=O tert-butyl (2-bromothiazol-4-yl)carbamate